ClC=1C=C(C=CC1C(=O)N1CCN(CC1)C(CC1NC(NC1=O)=O)=O)NC(=O)C=1N(C(=CN1)C1=C(C(=C(C=C1)OC)F)F)C N-[3-chloro-4-[4-[2-(2,5-dioxoimidazolidin-4-yl)acetyl]piperazine-1-carbonyl]phenyl]-5-(2,3-difluoro-4-methoxy-phenyl)-1-methyl-imidazole-2-carboxamide